C(C)OC(=O)C1=C(NC2=CC(=CC=C12)N1CCN(CC1)C(=O)OCC1=CC=CC=C1)N 2-amino-6-(4-((benzyloxy)carbonyl)piperazin-1-yl)-1H-indole-3-carboxylic acid ethyl ester